C(C)O[Si](CCCC(CCCC1=NNC(=N1)SCCCC)C1=NNC(=N1)SCCCC)(OCC)OCC 1-[3-(triethoxysilyl)propyl]-3,3'-tetramethylenebis(5-butylthio-1,2,4-triazole)